ClC1=CC=C(C[C@@H]2N(C[C@@H](N(C2)C(=O)OC(C)(C)C)C(C)C)C2CCN(CC2)C2=NC=CC=C2)C=C1 tert-butyl (2S,5S)-5-(4-chlorobenzyl)-2-isopropyl-4-(1-(pyridin-2-yl)piperidin-4-yl)piperazine-1-carboxylate